CC=1OC2=C(N1)C=CC(=C2)C2=CC=C(C=C2)C(N(C(=O)C2CCCCC2)C=2C=C(C=CC2)/C=C/C(=O)OC)[2H] methyl (E)-3-(3-(N-((4-(2-methylbenzo[d]oxazol-6-yl)phenyl)methyl-d)cyclohexanecarboxamido)phenyl)acrylate